FC(CN1N=CC=2C1=NC(=CN2)N2C(N(C1(C2=O)CCN(CC1)C1=NC=C(C=C1)C(F)(F)F)CC)=O)F 3-(1-(2,2-difluoroethyl)-1H-pyrazolo[3,4-b]pyrazin-6-yl)-1-ethyl-8-(5-(trifluoromethyl)pyridin-2-yl)-1,3,8-triazaspiro[4.5]decane-2,4-dione